CC(CC(=O)N1CCC2(C(C2)CNC(=O)C2=CC=3C(=CN=CC3)O2)CC1)C N-[[6-(3-methylbutanoyl)-6-azaspiro[2.5]octan-2-yl]methyl]furo[2,3-c]pyridine-2-carboxamide